C(C=C)(=O)O.C(C=C)(=O)O.C(C=C)(=O)O.OC(CCCCC)(O)O trihydroxyhexane triacrylate